(3-(1H-pyrazol-5-yl)cyclohexyl)-N-(5-chloro-4-(5,5-dimethyl-5,6-dihydro-4H-pyrrolo[1,2-b]pyrazol-3-yl)pyridin-2-yl)acetamide N1N=CC=C1C1CC(CCC1)CC(=O)NC1=NC=C(C(=C1)C1=C2N(N=C1)CC(C2)(C)C)Cl